((4-iodo-2-fluorophenyl)amino)-7-methyl-3,4-dihydro-2,7-naphthyridine-1,6(2H,7H)-dione trifluoroacetate salt FC(C(=O)O)(F)F.IC1=CC(=C(C=C1)NN1C(C2=CN(C(C=C2CC1)=O)C)=O)F